ClC1=C(C=CC(=C1)F)C=1CCC=2C=CC(=CC2C1C1=CC=C(C=C1)N[C@@H]1CNCC1)O 7-(2-chloro-4-fluoro-phenyl)-8-[4-[[(3S)-pyrrolidin-3-yl]amino]phenyl]-5,6-dihydronaphthalen-2-ol